4-(1-((3,3-difluorocyclopentyl)methyl)-3-ethoxy-4-(trifluoromethyl)-1H-pyrazole-5-carboxamido)picolinamide FC1(CC(CC1)CN1N=C(C(=C1C(=O)NC1=CC(=NC=C1)C(=O)N)C(F)(F)F)OCC)F